CS(=O)(=O)OC1CC2(CN(C2)C(=O)N2CC3(C2)CC(C3)N3N=C(N=C3)C3CC3)C1 2-(6-(3-cyclopropyl-1H-1,2,4-triazol-1-yl)-2-azaspiro[3.3]heptane-2-carbonyl)-2-azaspiro[3.3]heptan-6-yl methanesulfonate